C(C)OC=1C=C(C=C2C(=NN(C12)C)C)C(=O)O 7-ethoxy-1,3-dimethyl-1H-indazole-5-carboxylic acid